5-(5-amino-2-((3,5-difluoropyridin-2-yl)methyl)-7-(4-fluorophenyl)-[1,2,4]triazolo[1,5-c]pyrimidin-8-yl)-1-methylpyridin-2(1H)-one NC1=NC(=C(C=2N1N=C(N2)CC2=NC=C(C=C2F)F)C=2C=CC(N(C2)C)=O)C2=CC=C(C=C2)F